FC1=CC=C(C=C1)C1CC(NCC1)C(=O)N 4-(4-fluorophenyl)piperidine-2-carboxamide